tert-butyl 6-(4-(5-chloro-6-methyl-1-(tetrahydro-2H-pyran-2-yl)-1H-indazol-4-yl)-3-(4-(methoxycarbonyl)phenyl)-5-methyl-1H-pyrazol-1-yl)-2-azaspiro[3.3]heptane-2-carboxylate ClC=1C(=C2C=NN(C2=CC1C)C1OCCCC1)C=1C(=NN(C1C)C1CC2(CN(C2)C(=O)OC(C)(C)C)C1)C1=CC=C(C=C1)C(=O)OC